ClCC(C(=NO)Cl)=O 3-chloro-N-hydroxy-2-oxopropanimidoyl chloride